(R/S)-(2,2-Difluorocyclobutyl)methanol FC1([C@H](CC1)CO)F |r|